hydroxy-5-((1-(4-(trifluoromethyl)phenyl)-1H-pyrazol-3-yl)amino)pyridinecarboxamidine OC=1C(=NC=C(C1)NC1=NN(C=C1)C1=CC=C(C=C1)C(F)(F)F)C(=N)N